5-chlorothiophene-2-carboxamide hydrochloride Cl.ClC1=CC=C(S1)C(=O)N